ClC=1C=C(C=C2CCC(C12)NC)C=1SN=C2C1N=CN(C2=O)CC2(CCN(CC2)C(CC(C(F)F)N2N=C(C=C2)F)=O)O 3-(7-chloro-1-(methylamino)-2,3-dihydro-1H-inden-5-yl)-6-((1-(4,4-difluoro-3-(3-fluoro-1H-pyrazol-1-yl)butyryl)-4-hydroxypiperidin-4-yl)methyl)isothiazolo[4,3-d]pyrimidin-7(6H)-one